tert-Butyl 4-[[2-[2-(3-pyridyloxy)acetyl]-3,4-dihydro-1H-isoquinolin-6-yl]-sulfamoyl]piperidine-1-carboxylate N1=CC(=CC=C1)OCC(=O)N1CC2=CC=C(C=C2CC1)NS(=O)(=O)C1CCN(CC1)C(=O)OC(C)(C)C